tert-butyl (6-cyclopropyl-2-((1,3-dioxoisoindolin-2-yl)methyl)imidazo[1,2-a]pyridin-8-yl)(methyl)carbamate C1(CC1)C=1C=C(C=2N(C1)C=C(N2)CN2C(C1=CC=CC=C1C2=O)=O)N(C(OC(C)(C)C)=O)C